O=C1N(C(CN1C1=CC=C(C=C1)C(F)(F)F)=O)CC1=CC=C(OC(C(=O)O)(C)C)C=C1 2-(4-((2,5-Dioxo-3-(4-(trifluoromethyl)phenyl)imidazolin-1-yl)methyl)phenoxy)-2-methylpropionic acid